ClCC(C[C@]1(N(C[C@@H](C1)F)C(=O)OC(C)(C)C)C(=O)OC)=C 1-(tert-butyl) 2-methyl (2R,4R)-2-(2-(chloromethyl)allyl)-4-fluoropyrrolidine-1,2-dicarboxylate